Ethyl-2-(2-(4-cyanophenyl)hydrazono)acetat C(C)OC(C=NNC1=CC=C(C=C1)C#N)=O